trans-1-(tert-butoxycarbonyl)-3-ethylpyrrolidine-2-carboxylic acid C(C)(C)(C)OC(=O)N1[C@H]([C@@H](CC1)CC)C(=O)O